6-[2-({[3-fluoro-1-(3-fluoro(2-pyridyl))cyclobutyl]methyl}amino)pyrimidin-5-yl]pyridin-3-ol FC1CC(C1)(C1=NC=CC=C1F)CNC1=NC=C(C=N1)C1=CC=C(C=N1)O